7-chloro-1-ethyl-N-{3-fluorobicyclo[1.1.1]pentan-1-yl}pyrrolo[2,3-c]pyridine-2-carboxamide ClC=1N=CC=C2C1N(C(=C2)C(=O)NC21CC(C2)(C1)F)CC